N-(4-(2-(2-Aminopyridin-3-yl)-3H-imidazo[4,5-b]pyridin-3-yl)benzyl)-3-cyanopicolinamide NC1=NC=CC=C1C1=NC=2C(=NC=CC2)N1C1=CC=C(CNC(C2=NC=CC=C2C#N)=O)C=C1